(R)-(4-fluorobenzofuran-7-yl)(8-methyl-3-(3-methyl-1,2,4-thiadiazol-5-yl)-5,6-Dihydroimidazo[1,5-a]pyrazin-7(8H)-yl)methanone FC1=CC=C(C2=C1C=CO2)C(=O)N2[C@@H](C=1N(CC2)C(=NC1)C1=NC(=NS1)C)C